C(C1=CC=CC=C1)S\C(=C/C(=O)C1=CC=CC=C1)\[Si](CC)(CC)CC (Z)-3-(Benzylthio)-1-phenyl-3-(triethylsilyl)prop-2-en-1-one